C(C)(=O)C1=C(OCC2CO2)C=CC=C1O 1-(2-acetyl-3-hydroxyl phenoxy)-2,3-propylene oxide